NCCCCNC(COC=1C=C(C=C2C(N(CC12)C1C(NC(CC1)=O)=O)=O)S(=O)(=O)F)=O 7-(2-((4-aminobutyl)amino)-2-oxoethoxy)-2-(2,6-dioxopiperidin-3-yl)-3-oxoisoindoline-5-sulfonyl fluoride